3-(4-((trans-4-((5-(trifluoromethyl)pyridin-2-yl)amino)cyclohexyl)sulfonyl)phenyl)-1,6-naphthyridine FC(C=1C=CC(=NC1)N[C@@H]1CC[C@H](CC1)S(=O)(=O)C1=CC=C(C=C1)C=1C=NC2=CC=NC=C2C1)(F)F